tert-butyl (4-((4-methyl-6-(4-((1-(2-(N-methylmethylsulfonamido)benzoyl)-2,3-dihydro-1H-pyrrolo[3,2-b]pyridin-5-yl)sulfonyl)piperazin-1-yl)pyrimidin-2-yl)oxy)but-2-yn-1-yl)carbamate CC1=NC(=NC(=C1)N1CCN(CC1)S(=O)(=O)C1=CC=C2C(=N1)CCN2C(C2=C(C=CC=C2)N(S(=O)(=O)C)C)=O)OCC#CCNC(OC(C)(C)C)=O